C(C)(C)(C)C1=CC(=NC=N1)C1=CC=2C(=CN=C(C2)SC2(CC2)C(=O)O)N1 1-((2-(6-(tert-Butyl)pyrimidin-4-yl)-1H-pyrrolo[2,3-c]pyridin-5-yl)thio)cyclopropane-1-carboxylic acid